BrC1=CC=C(C2=C1OCCO2)N 8-bromo-2,3-dihydrobenzo[b][1,4]dioxin-5-amine